ClC1=CC2=C(O[C@@H](C(N2CC2=CC(=CC(=C2)F)F)=O)C)C(=C1NC(CC(C)(C([2H])([2H])[2H])C([2H])([2H])[2H])=O)F (R)-N-(6-chloro-4-(3,5-difluorobenzyl)-8-fluoro-2-methyl-3-oxo-3,4-dihydro-2H-benzo[b][1,4]oxazin-7-yl)-3,3-bis(methyl-d3)butanamide